6-(benzo[d]thiazol-6-yl)-5-((1-methyl-1H-pyrazol-3-yl)methoxy)isoindolin-1-one S1C=NC2=C1C=C(C=C2)C2=C(C=C1CNC(C1=C2)=O)OCC2=NN(C=C2)C